C(C)(C)(C)OC(N[C@H](C(=O)NC1=NC=C(C=C1)C1=C(C=NN1C)O)C1CCCCCC1)=O (S)-(1-cycloheptyl-2-((5-(4-hydroxy-1-methyl-1H-pyrazol-5-yl)pyridin-2-yl)Amino)-2-oxoethyl)carbamic acid tert-butyl ester